(5R,8S)-5,6,7,8-tetrahydro-5,8-methanoquinolin-3-amine N1=CC(=CC=2[C@@H]3CC[C@H](C12)C3)N